6-((4-(cyclopropylamino)-5-(trifluoromethyl)pyrimidin-2-yl)amino)-2,3-dihydrobenzo[d]oxazol-2-ol C1(CC1)NC1=NC(=NC=C1C(F)(F)F)NC1=CC2=C(NC(O2)O)C=C1